C(C1=CC=CC=C1)N(C(=O)[C@H]1N(CCC1)S(=O)(=N)C1=CC=C(C=C1)C)C1CCC(CC1)(C)C (2S)-N-Benzyl-N-(4,4-dimethylcyclohexyl)-1-(4-methylphenylsulfonimidoyl)pyrrolidine-2-carboxamide